4-oxazol-2-ylaniline O1C(=NC=C1)C1=CC=C(N)C=C1